ClC1=CC(=C(C=C1)C(C(=O)C1=CNC2=C(C(=CC=C12)OC)C)NC1=CC(=CC(=C1)S(=O)(=O)C)OC)OC 2-(4-chloro-2-methoxyphenyl)-2-((3-methoxy-5-(methylsulfonyl)phenyl)amino)-1-(6-methoxy-7-methyl-1H-indol-3-yl)ethanone